FC(C=1C=C(C=C(C1)C(F)(F)F)[B-](C1=CC(=CC(=C1)C(F)(F)F)C(F)(F)F)(C1=CC(=CC(=C1)C(F)(F)F)C(F)(F)F)C1=CC(=CC(=C1)C(F)(F)F)C(F)(F)F)(F)F.C1(=CC=CC=C1)[N+]#N phenyl-(diazonium) tetrakis(3,5-bis(trifluoromethyl)phenyl)borate